BrC1=NN(C(=C1)C=C(C)C)C1CCCCC1 3-Bromo-1-cyclohexyl-5-(2-methylprop-1-en-1-yl)pyrazole